BrC1=NN2C(C=C(C=C2)C=2C=NN(C2)C(C)OCC)=N1 2-bromo-7-(1-(1-ethoxyethyl)-1H-pyrazol-4-yl)-[1,2,4]triazolo[1,5-a]pyridine